(S,E)-Methyl-7-(1-(2-(3,5,7-trimethyl-1-adamantylamino)-2-oxoethyl)-2-oxo-1,2-dihydropyridin-3-ylamino)-6-(1-methyl-1H-imidazol-5-carboxamido)-7-oxohept-2-enoat COC(\C=C\CC[C@@H](C(=O)NC=1C(N(C=CC1)CC(=O)NC12CC3(CC(CC(C1)(C3)C)(C2)C)C)=O)NC(=O)C2=CN=CN2C)=O